isocaproic acid octyl ester C(CCCCCCC)OC(CCC(C)C)=O